(4-bromopyrazolo[1,5-a]pyridin-3-yl)-imidazol-1-yl-methanone BrC=1C=2N(C=CC1)N=CC2C(=O)N2C=NC=C2